((2R,3R,4R,5S)-3-(benzoyloxy)-5-(3-((benzyloxy)methyl)-2,4-dioxo-3,4-dihydropyrimidin-1(2H)-yl)-4-fluorotetrahydrofuran-2-yl)methyl benzoate C(C1=CC=CC=C1)(=O)OC[C@H]1O[C@@H]([C@@H]([C@@H]1OC(C1=CC=CC=C1)=O)F)N1C(N(C(C=C1)=O)COCC1=CC=CC=C1)=O